[Sc].[Al] ALUMINUM-SCANDIUM